C(CCC)S(=O)(=O)OC1=CC=CC=2COC(OCC21)C=2N=C(SC2)C2CCN(CC2)C(CN2N=C(C=C2C)C(F)(F)F)=O 4-[4-(6-butylsulfonyloxy-1,5-dihydro-3H-2,4-benzodioxepin-3-yl)-2-thiazolyl]-1-[2-[5-methyl-3-(trifluoromethyl)-1H-pyrazol-1-yl]acetyl]piperidine